benzoylcyclopropylamine C(C1=CC=CC=C1)(=O)NC1CC1